N-(4-(4,4,5,5-tetramethyl-1,3,2-dioxaborolan-2-yl)phenyl)acrylamide CC1(OB(OC1(C)C)C1=CC=C(C=C1)NC(C=C)=O)C